(S)-N-(4-AMINO-3,4-DIOXO-1-PHENYLBUTAN-2-YL)-5-METHYL-2-PHENYLFURAN-3-CARBOXAMIDE NC(C([C@H](CC1=CC=CC=C1)NC(=O)C1=C(OC(=C1)C)C1=CC=CC=C1)=O)=O